tert-Butyl (R)-5-((4-(6-cyano-7-(dimethylphosphoryl)-1H-indol-3-yl)-5-(trifluoromethyl)pyrimidine-2-yl)amino)-2-azaspiro[3.3]heptane-2-carboxylate C(#N)C1=CC=C2C(=CNC2=C1P(=O)(C)C)C1=NC(=NC=C1C(F)(F)F)N[C@H]1C2(CN(C2)C(=O)OC(C)(C)C)CC1